tert-butyl (2,2,2-trifluoro-1-(4-(4-(trans-4-((5-(trifluoromethyl)pyridin-2-yl)amino)cyclohexane-1-sulfonimidoyl)phenyl)pyridin-2-yl)ethyl)carbamate FC(C(C1=NC=CC(=C1)C1=CC=C(C=C1)S(=O)(=N)[C@@H]1CC[C@H](CC1)NC1=NC=C(C=C1)C(F)(F)F)NC(OC(C)(C)C)=O)(F)F